2,6-di-tertiary butyl-p-methylphenol C(C)(C)(C)C1=C(C(=CC(=C1)C)C(C)(C)C)O